FC1=C(C=C(C=C1)F)C1=CC=C(C=C1)CC(=O)N(C=1SC(=C(N1)C)[S@](=O)(=N)C)C (S)-2-(2',5'-difluoro-[1,1'-biphenyl]-4-yl)-N-methyl-N-(4-methyl-5-(S-methylsulfonimidoyl)thiazol-2-yl)acetamide